3-(2-chloro-3-phenylanilino)-1-methyl-5-methoxypyrazolo[4,5-b]pyridin ClC1=C(NC2=NN(C=3C2=NC(=CC3)OC)C)C=CC=C1C1=CC=CC=C1